2,2-diphenylacetyl chloride C1(=CC=CC=C1)C(C(=O)Cl)C1=CC=CC=C1